C(C=C)(=O)OCCC[Si](O)(O)O 3-acryloxypropyl-silanetriol